2'-Hydroxy-4,4'-bis(tetrahydropyranyloxy)chalcone OC1=C(C(/C=C/C2=CC=C(C=C2)OC2OCCCC2)=O)C=CC(=C1)OC1OCCCC1